3,5,7-trifluoroadamantan-1-amine FC12CC3(CC(CC(C1)(C3)F)(C2)F)N